BrC1=C(C=C(C=C1)C(C)(C)C)OC 1-bromo-4-(tert-butyl)-2-methoxybenzene